Diethylene glycol bis(2-bromoisobutyrate) BrC(C(=O)OCCOCCOC(C(C)(C)Br)=O)(C)C